3-((3-(2-aminopyrimidin-4-yl)pyridin-2-yl)oxy)-5-methoxybenzoic acid NC1=NC=CC(=N1)C=1C(=NC=CC1)OC=1C=C(C(=O)O)C=C(C1)OC